C(C)(C)(C)OC(=O)N1CCN(CC1)C(C1=CC(=C(C=C1)C(=O)OC)C#CCN1C(C2=CC=CC=C2C1=O)=O)=O 4-(3-(3-(1,3-Dioxoisoindolin-2-yl)prop-1-yn-1-yl)-4-(methoxycarbonyl)benzoyl)piperazine-1-carboxylic acid tert-butyl ester